C(C)C1(CCC(CC1)NC1=NN2C(C(=N1)OC)=C(C(=C2)F)C=2C=NC=1N(C2)C=CN1)O (1s,4s)-1-ethyl-4-((6-fluoro-5-(imidazo[1,2-a]pyrimidin-6-yl)-4-methoxypyrrolo[2,1-f][1,2,4]triazin-2-yl)amino)cyclohexan-1-ol